Tert-butyl (12aR)-9-bromo-8,10-difluoro-6-oxo-3,4,12,12a-tetrahydro-6H-pyrazino[2,1-c][1,4]benzoxazepine-2(1H)-carboxylate BrC1=C(C2=C(C(N3[C@@H](CO2)CN(CC3)C(=O)OC(C)(C)C)=O)C=C1F)F